5-[6-methoxy-5-(trifluoromethyl)pyrazin-2-yl]phenol COC1=C(N=CC(=N1)C=1C=CC=C(C1)O)C(F)(F)F